FC(COC=1C=CC2=C(C(=C(O2)C)C(=O)N[C@H](C(=O)N)CO)C1)F (2S)-2-{[5-(2,2-difluoroethoxy)-2-methyl-1-benzofuran-3-yl]formamido}-3-hydroxypropanamide